ClC=1C(=CC2=C(N(C(N=C2N2C(CN(CC2)C(=O)OC(C)(C)C)CO)=C=O)C=2C(=NC=CC2C)C(C)C)N1)F Tert-butyl 4-(7-chloro-6-fluoro-1-(2-isopropyl-4-methylpyridin-3-yl)-2-carbonyl-1,2-dihydropyrido[2,3-d]pyrimidin-4-yl)-3-(hydroxymethyl)piperazine-1-carboxylate